N1=C2C(=NC=C1)N=CC(=C2)C2=NC=C(C#N)C=C2 6-(pyrido[2,3-b]pyrazin-7-yl)nicotinonitrile